C1(=CC=CC=C1)C1(C(CC1)O)C1=CC=CC=C1 2,2-diphenyl-cyclobutanol